C(=CC)C1=C(OCC2C3C=CC(C2)C3)C=CC=C1 5-((2-(Prop-1-en-1-yl)phenoxy)methyl)bicyclo[2.2.1]hept-2-ene